NC1=NC=C(C2=C1C(=C(N2C)C2=CC=C(C=C2)NC(C(=C)F)=O)C=2C=C(C(=NC2)C(=O)NCC2(CC2)F)Cl)C#CCOC 5-(4-amino-2-{4-[(2-fluoroacrylamido)]phenyl}-7-(3-methoxyprop-1-ynyl)-1-methylpyrrolo[3,2-c]pyridin-3-yl)-3-chloro-N-[(fluorocyclopropyl)methyl]pyridine-2-carboxamide